(S)-N-methyl-2-(pyridin-4-yl)-N-(1,1,1-trifluoropropan-2-yl)pyrido[3,4-d]pyrimidin-4-amine CN(C=1C2=C(N=C(N1)C1=CC=NC=C1)C=NC=C2)[C@H](C(F)(F)F)C